Bis(2-ethylhexyl)phosphinic acid C(C)C(CP(O)(=O)CC(CCCC)CC)CCCC